[Pb](Br)Cl lead chloride bromide